N[C@H](C)C=1C=C(C#N)C=CC1 3-[(1R)-1-aminoethyl]benzonitrile